tert-Butyl (3-cyano-7-fluoro-4-(5-fluoro-3-((S)-3-hydroxypyrrolidin-1-yl)-7,9-dihydrofuro[3,4-f]quinazolin-6-yl)thieno[3,2-c]pyridin-2-yl)carbamate C(#N)C1=C(SC2=C1C(=NC=C2F)C=2C1=C(C=3C=NC(=NC3C2F)N2C[C@H](CC2)O)COC1)NC(OC(C)(C)C)=O